N-{2,3-dimethoxy-6H,7H,8H,9H,10H-cyclohepta[b]quinolin-11-yl}-1-(2-methoxyethyl)piperidin-4-amine COC=1C=C2C(=C3C(=NC2=CC1OC)CCCCC3)NC3CCN(CC3)CCOC